FC1=C(C(=C(C(=C1F)F)F)F)OC(C1=CC=C(C=C1)C=C)=O.C(=C)C1=CC=C(C(=O)OC2=C(C(=C(C(=C2F)F)F)F)F)C=C1 pentafluorophenyl 4-vinylbenzoate (2,3,4,5,6-pentafluorophenyl)4-ethenylbenzoate